3-bromo-5-methyl-N,N-diphenylaniline BrC=1C=C(N(C2=CC=CC=C2)C2=CC=CC=C2)C=C(C1)C